tert-butyl (3R)-3-fluoropyrrolidine-1-carboxylate F[C@H]1CN(CC1)C(=O)OC(C)(C)C